FC(O[C@@H]1C[C@H](N(C1)C(=O)OC(C)(C)C)C(=O)OC)(F)F 1-(tert-Butyl) 2-methyl (2S,4R)-4-(trifluoromethoxy)pyrrolidine-1,2-dicarboxylate